C1(CC1)S(=O)(=O)NC=1SC=C(N1)C(C(=O)NC1=C(C=C(C=C1)C1=NC(=CN=C1)OCC(F)(F)F)F)(C)C 2-(2-(cyclopropanesulfonamido)thiazol-4-yl)-N-(2-fluoro-4-(6-(2,2,2-trifluoroethoxy)pyrazin-2-yl)phenyl)-2-methylpropanamide